8-acetyl-2-(2-(2-isopropylphenyl)-4-((pyridin-2-ylmethyl)amino)pyrimidin-5-yl)-2,8-diazaspiro[4.5]decan-1-one C(C)(=O)N1CCC2(CCN(C2=O)C=2C(=NC(=NC2)C2=C(C=CC=C2)C(C)C)NCC2=NC=CC=C2)CC1